C(C)OC(=O)C=1[C@@H](N=C(NC1C)C=1SC=CN1)C1=C(C(=CC=C1)F)C.ClC1=CC=C2C(C(NC2=C1)=O)C1=CC=C(C=C1)C 6-chloro-3-(p-tolyl)indolin-2-one Monoethyl-(S)-4-(3-fluoro-2-methylphenyl)-6-methyl-2-(thiazol-2-yl)-1,4-dihydropyrimidine-5-carboxylate